O=C1NC(CC[C@H]1NC1=CC(=C(C=C1)C1CCN(CC1)CC(=O)O)F)=O (R)-2-(4-(4-((2,6-dioxopiperidin-3-yl)amino)-2-fluorophenyl)piperidin-1-yl)acetic acid